1-Ethyl-8-((tetrahydro-2H-pyran-4-yl)methyl)-3-(3-(trifluoromethyl)benzyl)-1,3,8-triazaspiro[4.5]decane-2,4-dione formate C(=O)O.C(C)N1C(N(C(C12CCN(CC2)CC2CCOCC2)=O)CC2=CC(=CC=C2)C(F)(F)F)=O